N-((5-(cyanomethyl)-6-(thiazol-4-ylmethoxy)-1H-indol-2-yl)methyl)-1-methylcyclopropane-1-carboxamide C(#N)CC=1C=C2C=C(NC2=CC1OCC=1N=CSC1)CNC(=O)C1(CC1)C